COC(C1=C(C(=CC(=C1)Cl)Cl)N)=O 2-amino-3,5-dichlorobenzoic acid methyl ester